BrC=1C=C2C3=C(N=CN=C3C1F)N1[C@H](CO2)CN([C@@H](C1)C)C(=O)OC(C)(C)C tert-butyl (8aS,11R)-5-bromo-4-fluoro-11-methyl-8a,9,11,12-tetrahydropyrazino[2',1':3,4][1,4]oxazepino[5,6,7-de]quinazoline-10(8H)-carboxylate